6-chloro-2-ethylsulfanyl-8-fluoro-7-iodo-5-(methoxymethyl)quinazolin-4-ol ClC=1C(=C2C(=NC(=NC2=C(C1I)F)SCC)O)COC